C(CCCCCCC)OC1=CSC=C1OCCCCCCCC 3,4-di(octoxy)thiophene